(S and R)-2-((1R,3aR,6S,7R,7aS)-7-((E)-2-(5-(2-cyanophenyl)pyridin-2-yl)vinyl)-5,5-difluoro-1,6-dimethyl-3-oxooctahydroisobenzofuran-3a-yl)-2-hydroxyacetamide C(#N)C1=C(C=CC=C1)C=1C=CC(=NC1)/C=C/[C@H]1[C@@H](C(C[C@]2(C(O[C@@H]([C@@H]12)C)=O)[C@@H](C(=O)N)O)(F)F)C |&1:27|